FC(C1=NN=C(S1)C1=NC=C2N1C=C(C=C2C=2CCN(CC2)C(=O)OC(C)(C)C)S(NC2(CC2)CF)(=O)=O)F tert-butyl 4-(3-(5-(difluoromethyl)-1,3,4-thiadiazol-2-yl)-6-(N-(1-(fluoromethyl)cyclopropyl)sulfamoyl)imidazo[1,5-a]pyridin-8-yl)-3,6-dihydropyridine-1(2H)-carboxylate